COC1=NC(=NC(=C1)OC)OC1=C(C(=O)O)C(=CC=C1)OC1=NC(=CC(=N1)OC)OC 2,6-bis(4,6-dimethoxypyrimidin-2-yloxy)benzoic acid